tert-Butyl (s)-(1-(4-cyanophenyl)ethyl)carbamate C(#N)C1=CC=C(C=C1)[C@H](C)NC(OC(C)(C)C)=O